N-(4-(2-(2-hydroxyethylamino)ethoxy)-3-(1-methyl-1H-pyrazol-5-yl)phenyl)-3-methoxybenzamide OCCNCCOC1=C(C=C(C=C1)NC(C1=CC(=CC=C1)OC)=O)C1=CC=NN1C